2-chloro-5-hydrazinopyridine hydrochloride Cl.ClC1=NC=C(C=C1)NN